L-1-aminoethyl-3-methylimidazole tetrafluoroborate F[B-](F)(F)F.NC(C)C1=NC=CN1C